OP(O)OP(O)O.C(CCCCCCCCCCCCCCC)C(O)C(CO)(CO)CO hexadecyl-pentaerythritol diphosphite